C(CCCC)OC1=CC2=C(C3=CC=CC=C3N=C2C=C1)C1=CC=CC=C1 2-(1-pentoxy)-9-phenylacridine